ClC1=CC=2C(OCCOC=3C=CC=C(C3C3=C(C=C(C(NS(C(=C1OC)C2)(=O)=O)=C3)F)F)C)=O 15-chloro-21,23-difluoro-16-methoxy-3-methyl-18,18-dioxo-8,11-dioxa-18λ6-thia-19-azatetracyclo[18.3.1.113,17.02,7]pentacosa-1(23),2(7),3,5,13(25),14,16,20(24),21-nonaen-12-one